C(C)(C)(C)C1=NC=C2N=CN(C2=N1)C1=CC=CC=C1 2-(tert-butyl)-9-phenyl-9H-purine